C(#N)[C@H](C[C@H]1C(NC(C1)(C)C)=O)NC(=O)[C@@H]1[C@H]2C([C@H]2CN1)(C)C (1R,2S,5S)-N-[(1S)-1-cyano-2-[(3R)-5,5-dimethyl-2-oxo-pyrrolidin-3-yl]ethyl]-6,6-dimethyl-3-azabicyclo[3.1.0]hexane-2-carboxamide